(R)-1-(4-chlorophenyl)ethan-1-amine ClC1=CC=C(C=C1)[C@@H](C)N